isoindolineone C1(NCC2=CC=CC=C12)=O